Cl.NC1CCC(CC1)CCNC(=O)C1=CC(=NN1[C@@H](C)C1=CC=CC=C1)C(=O)NC N5-(2-((1r,4S)-4-Aminocyclohexyl)ethyl)-N3-methyl-1-((S)-1-phenylethyl)-1H-pyrazole-3,5-dicarboxamide hydrochloride